CN1CC2=CC=C(C=C2CC1=O)C=1N=C(SC1)NC(CNC(=O)C1=CN(C=C1)S(=O)(=O)C)=O N-(2-((4-(2-methyl-3-oxo-1,2,3,4-tetrahydroisoquinolin-6-yl)thiazol-2-yl)amino)-2-oxoethyl)-1-(methylsulfonyl)-1H-pyrrole-3-carboxamide